isopropyl ketone C(C)(C)C(=O)C(C)C